4-[(2R)-3-(3,4-dihydro-1H-isoquinolin-2-yl)-2-hydroxy-propyl]-8-[[3-(hydroxymethyl)morpholin-4-yl]methyl]-2,3-dihydro-1,4-benzoxazepin-5-one C1N(CCC2=CC=CC=C12)C[C@H](CN1CCOC2=C(C1=O)C=CC(=C2)CN2C(COCC2)CO)O